dihydrospiro[indoline-3,2'-pyrrole] N1C2(CC=C1)CNC1=CC=CC=C12